NC1=NC=2C=CC=CC2C2=C1N=C(N2CCCCNC(C2=CC(=C(C(=C2)F)N(C)C)F)=O)CCCC N-(4-(4-amino-2-butyl-1H-imidazo[4,5-c]quinolin-1-yl)butyl)-4-(dimethylamino)-3,5-difluorobenzamide